CC1=CC=C(N=N1)NC=1C=C(C(=O)NC2=CC(=CC=C2)NS(=O)(=O)C)C=CC1 3-((6-methylpyridazin-3-yl)amino)-N-(3-(methylsulfonamido)phenyl)benzamide